O=C1NC(CCC1N1C(C2=CC=C(C=C2C1=O)CN1C(C2=CC=CC=3C2=C(C1=O)C=CC3)=O)=O)=O 2-((2-(2,6-dioxopiperidin-3-yl)-1,3-dioxoisoindolin-5-yl)methyl)-1H-benzo[de]isoquinoline-1,3(2H)-dione